N,N,N-Trimethyl-N-2-hydroxy-propylammonium 2-ethylhexanoat C(C)C(C(=O)[O-])CCCC.C[N+](CC(C)O)(C)C